C(C)(C)(C)OC(CNC(=O)CNC(=O)NC1=NC=C(C(=C1)OC)[Si](F)(C(C)(C)C)C(C)(C)C)=O tert-butyl{[(3-{5-[di(tert-butyl)(fluoro)silyl]-4-methoxy-2-pyridyl}ureido)methyl]carbonylamino}acetate